tert-butyl (3R,4R)-3-(2-fluoro-4-(trifluoromethyl)benzyloxy)-4-(5-fluoropyrimidin-2-ylamino)pyrrolidine-1-carboxylate FC1=C(CO[C@@H]2CN(C[C@H]2NC2=NC=C(C=N2)F)C(=O)OC(C)(C)C)C=CC(=C1)C(F)(F)F